N-(4-cyanobenzyl)-8-((1-(cyclopropylsulfonyl)cyclopropyl)methoxy)-1-methyl-2-oxo-1,2-dihydro-1,5-naphthyridine-3-carboxamide C(#N)C1=CC=C(CNC(=O)C=2C(N(C3=C(C=CN=C3C2)OCC2(CC2)S(=O)(=O)C2CC2)C)=O)C=C1